CN1C=C(CC=C1)C(=O)OC1=C(C=C(C=C1OC)C=1NC(=C(N1)C1=CC=CC=C1)C=1SC=CC1)OC 2,6-Dimethoxy-4-(4-phenyl-5-(thiophen-2-yl)-1H-imidazol-2-yl)phenyl 1-methyl-1,4-dihydropyridine-3-carboxylate